tert-butyl (E)-4-(4-(dimethylamino)-N-methylbut-2-enamido)-5-methylisoindoline-2-carboxylate CN(C/C=C/C(=O)N(C)C1=C2CN(CC2=CC=C1C)C(=O)OC(C)(C)C)C